1-(4-(methylthio)phenyl)prop-2-en-1-one CSC1=CC=C(C=C1)C(C=C)=O